(2'S,3S,6'S)-2',5-dimethyl-6'-(1-methyltriazol-4-yl)spiro[indoline-3,4'-piperidine]-2-one C[C@@H]1N[C@@H](C[C@]2(C1)C(NC1=CC=C(C=C12)C)=O)C=1N=NN(C1)C